C1(CC1)OC([C@@H](NC(=O)OC(C)(C)C)CO)=O (t-Butoxycarbonyl)-L-serine cyclopropyl ester